3-((3-(3-bromo-5-ethoxyphenyl)oxetan-3-yl)methyl)-4-methyl-4H-1,2,4-triazole BrC=1C=C(C=C(C1)OCC)C1(COC1)CC1=NN=CN1C